ClC1=CC=C(C=C1)C1=N[C@H](C=2N(C3=C1C(=C(S3)C)C)C(=NN2)C)[C@H](C(=O)O)CC (R)-2-((S)-4-(4-chlorophenyl)-2,3,9-trimethyl-6H-thieno[3,2-f][1,2,4]triazolo[4,3-a][1,4]diazepin-6-yl)butanoic acid